BrC1=CC=2NC=3C=CC=CC3C2C2=C1C=CC=C2 5-bromo-7H-benzo[C]carbazole